(R)-N-((E)-1-(7-fluoro-3-iodo-4-oxo-2-((R)-3-vinylmorpholino)-4H-pyrido[1,2-a]pyrimidin-9-yl)ethylidene)-2-methylpropane-2-sulfinamide FC=1C=C(C=2N(C(C(=C(N2)N2[C@@H](COCC2)C=C)I)=O)C1)\C(\C)=N\[S@](=O)C(C)(C)C